C(C)(C)(C)OC(=O)NC1=C(N=CC(=N1)C(=O)OCC)OC ethyl 6-((tert-butoxycarbonyl)amino)-5-methoxypyrazine-2-carboxylate